N1C=C(C2=CC=CC=C12)CCNC=1C2=C(N=C(N1)C=1C=NC=C(C#N)C1)CN(CC2)CC#N 5-(4-((2-(1H-indol-3-yl)ethyl)amino)-7-(cyanomethyl)-5,6,7,8-tetrahydropyrido[3,4-d]pyrimidin-2-yl)nicotinonitrile